ClC=1C=C(C(=NC1)OC)S(=O)(=O)NC1=NC=C(C(=C1F)C=1C=C2C=NC(=NC2=CC1)NC1COC1)F 5-chloro-N-(3,5-difluoro-4-{2-[(oxetan-3-yl)amino]quinazolin-6-yl}pyridin-2-yl)-2-methoxypyridine-3-sulfonamide